3-amino-6-((1RS,2RS)-2-methylcyclopropyl)-1H-pyridin NC=1CNC(=CC1)[C@H]1[C@@H](C1)C |r|